4-isopropoxy-2-(morpholin-4-yl)-8-[2-(tetrahydropyran-2-yl)-2H-pyrazol-3-yl]-[1,7]naphthyridine C(C)(C)OC1=CC(=NC2=C(N=CC=C12)C=1N(N=CC1)C1OCCCC1)N1CCOCC1